OC(C)(C)C=1N=CC(=NC1)N1C(O[C@]2(C1)C[C@H](C(CC2)(C)C)CN2C=NC1=C2C=C(C=C1)C#N)=O 1-(((5S,7R)-3-(5-(2-hydroxypropan-2-yl)pyrazin-2-yl)-8,8-dimethyl-2-oxo-1-oxa-3-azaspiro[4.5]decan-7-yl)methyl)-1H-benzo[d]imidazole-6-carbonitrile